FC=1C=C(C=CC1CNC(=O)NC1=CC=CC=C1)C=1C2=C(N=CN1)N(C=C2C=2CCN(CC2)C(=O)OC(C)(C)C)COCC[Si](C)(C)C tert-butyl 4-(4-(3-fluoro-4-((3-phenylureido) methyl) phenyl)-7-((2-(trimethylsilyl) ethoxy) methyl)-7H-pyrrolo[2,3-d]pyrimidin-5-yl)-3,6-dihydropyridine-1(2H)-carboxylate